C(C)N1[C@@H](CCC1)CNC(=O)C=1C=2C[C@H]3[C@@H](C2N(N1)C1=C(C=C(C=C1)F)F)C3 (1aS,5aS)-2-(2,4-Difluoro-phenyl)-1a,2,5,5a-tetrahydro-1H-2,3-diaza-cyclopropa[a]pentalene-4-carboxylic acid ((S)-1-ethyl-pyrrolidin-2-ylmethyl)-amide